(1-(6-(4-cyano-3-fluorophenyl)-4-Methoxypyridin-2-yl)piperidin-4-yl)carbamate C(#N)C1=C(C=C(C=C1)C1=CC(=CC(=N1)N1CCC(CC1)NC([O-])=O)OC)F